C1=CC=CC=2[SH+]C3=CC=CC=C3SC12.C(#N)C12CC(C1)C2 Cyanobicyclo[1.1.1]pentane thianthrenium salt